4-chloro-5-iodo-7-(4-methylphenyl)sulfonylpyrrolo[2,3-d]pyrimidine ClC=1C2=C(N=CN1)N(C=C2I)S(=O)(=O)C2=CC=C(C=C2)C